C1(CC1)[C@@H]1N(CCNC1)C(=O)OC(C)(C)C tert-Butyl (S)-2-cyclopropylpiperazine-1-carboxylate